O1C=C(C=C1)S(=O)(=O)C1=C(C(=C(C=C1CCCCC)O)C1C(CCC(=C1)C)C(=C)C)O 3-(furan-3-ylsulfonyl)-5'-methyl-4-pentyl-2'-(prop-1-en-2-yl)-1',2',3',4'-tetrahydro-[1,1'-biphenyl]-2,6-diol